NC1=NC=NN2C1=C(C=C2C=2C=C(C(=NC2)OC)C(=O)N[C@@H]2CN(C[C@@H]2F)C(=O)C2=NC=CC=C2F)CN2CCC(CC2)(F)F 5-{4-amino-5-[(4,4-difluoropiperidin-1-yl)methyl]pyrrolo[2,1-f][1,2,4]triazin-7-yl}-N-[(3R,4S)-4-fluoro-1-(3-fluoropyridine-2-carbonyl)pyrrolidin-3-yl]-2-methoxypyridine-3-carboxamide